4-(4-((3-fluorobenzyl)oxy)phenyl)butan-1-ol FC=1C=C(COC2=CC=C(C=C2)CCCCO)C=CC1